((S)-1-(4-fluorophenyl)-3,4-dihydroisoquinolin-2(1H)-yl)((4aR,7R,8aS)-octahydropyrano[3,4-b][1,4]thiazin-7-yl)methanone FC1=CC=C(C=C1)[C@@H]1N(CCC2=CC=CC=C12)C(=O)[C@H]1C[C@H]2[C@@H](SCCN2)CO1